2,5-dichloro-6-[[3-(3-hydroxy-3-methyl-butyl)-1-methyl-2-oxo-benzimidazol-5-yl]amino]pyridine-3-carbonitrile ClC1=NC(=C(C=C1C#N)Cl)NC1=CC2=C(N(C(N2CCC(C)(C)O)=O)C)C=C1